ClC1=C(C(=C(C=C1OC)OC)Cl)C=1N=C(C2=C(N1)C=NC(=C2)N[C@@H]2COCC[C@@H]2NC(C=C)=O)N2CC(CC2)OC N-((3S,4S)-3-((2-(2,6-dichloro-3,5-dimethoxyphenyl)-4-(3-methoxypyrrolidin-1-yl)pyrido[3,4-d]pyrimidin-6-yl)amino)tetrahydro-2H-pyran-4-yl)acrylamide